C(C)OC(=O)C1=C(N=C(S1)NC1=NC(=CC(=N1)N1CCN(CC1)C=O)NCC1=CC=C(C=C1)C1=NN=NN1)C 2-[4-(4-Formyl-1-piperazinyl)-6-[4-(1H-tetrazol-5-yl)-benzylamino]-pyrimidin-2-ylamino]-4-methyl-thiazole-5-carboxylic acid ethyl ester